1,2-dimethyl-3-hydroxy-4(1H)-pyridone CN1C(=C(C(C=C1)=O)O)C